FC(OC1=C(CC=2C=C(C=O)C=CC2)C=CC=C1)F 3-(2-(difluoromethoxy)benzyl)benzaldehyde